tert-butyl 3-(5-fluoro-1-methyl-1H-pyrazol-4-yl)azetidine-1-carboxylate FC1=C(C=NN1C)C1CN(C1)C(=O)OC(C)(C)C